iodogermane I[GeH3]